4-(2,7-diazaspiro[3.5]nonan-2-yl)-6-(2,2,2-trifluoroethyl)cinnoline C1N(CC12CCNCC2)C2=CN=NC1=CC=C(C=C21)CC(F)(F)F